N-(5-bromo-4-(2-(dimethylamino)ethoxy)pyrimidin-2-yl)-6-(2-cyclopropyl-4-(5-methyl-1,2,4-oxadiazol-3-yl)phenyl)nicotinamide BrC=1C(=NC(=NC1)NC(C1=CN=C(C=C1)C1=C(C=C(C=C1)C1=NOC(=N1)C)C1CC1)=O)OCCN(C)C